tert-Butyl (2-(isopropyl(methyl)carbamoyl)-3-methoxypyridin-4-yl)carbamate C(C)(C)N(C(=O)C1=NC=CC(=C1OC)NC(OC(C)(C)C)=O)C